aziridin N1CC1